CC1(C(=O)Cl)C(C(=O)Cl)(C=CC=C1)C 1,2-dimethylphthaloyl chloride